ClC1=CC2=C(C(C3=C(N(S2(=O)=O)C)C=CC=C3)NCCCCC(=O)OCC)C=C1 Ethyl 5-((3-chloro-6-methyl-5,5-dioxido-6,11-dihydrodibenzo[c,f][1,2]thiazepin-11-yl)amino)pentanoate